6-chloro-5-fluoro-2-methylpyridin-3-amine ClC1=C(C=C(C(=N1)C)N)F